N5-(2-nitrophenyl)-N2-(oxetan-3-yl)pyridine-2,5-diamine [N+](=O)([O-])C1=C(C=CC=C1)NC=1C=CC(=NC1)NC1COC1